(R)-tert-butyl((2,2-dimethyl-1,3-dioxolan-4-yl)methoxy)diphenylsilane C(C)(C)(C)[Si](C1=CC=CC=C1)(C1=CC=CC=C1)OC[C@@H]1OC(OC1)(C)C